(E)-4-(3-hydroxypyrrolidin-1-yl)-1-(4-(4-((3-methyl-4-((1-methyl-1H-benzo[d]imidazol-5-yl)oxy)phenyl)amino)pyrrolo[2,1-f][1,2,4]triazin-5-yl)piperidin-1-yl)but-2-en-1-one OC1CN(CC1)C/C=C/C(=O)N1CCC(CC1)C=1C=CN2N=CN=C(C21)NC2=CC(=C(C=C2)OC2=CC1=C(N(C=N1)C)C=C2)C